CC(C)(C)S(=O)N=CC1=CC=2C(C=N1)=NN(C2)CCC 2-methyl-N-((2-propyl-2H-pyrazolo[3,4-c]pyridin-5-yl)methylene)propane-2-sulfinamide